N[C@H]1[C@@H](CCCC1)C#N (1R,2R)-2-aminocyclohexane-1-carbonitrile